3-trifluoromethylphenylpropyl sulfide FC(C=1C=C(C=CC1)CCCSCCCC1=CC(=CC=C1)C(F)(F)F)(F)F